FC1=C(C=CC=C1)N1CC2=C(N=C(N=C2)OC)C2(C1=O)CN(C2)C 6'-(2-fluorophenyl)-2'-methoxy-1-methyl-5',6'-dihydro-7'H-spiro[azetidine-3,8'-pyrido[4,3-d]pyrimidin]-7'-one